(S)-tert-butyl 3-(3-(3-bromo-2-methylphenoxy)propyl)pyrrolidine-1-carboxylate BrC=1C(=C(OCCC[C@@H]2CN(CC2)C(=O)OC(C)(C)C)C=CC1)C